4-[bis[4-hydroxy-1-(1H-triazol-4-yl)butyl]amino]-4-(1H-triazol-4-yl)butan-1-ol OCCCC(C=1N=NNC1)N(C(CCCO)C=1N=NNC1)C(CCCO)C=1N=NNC1